2-(furan-3-yl)-6-methyl-N-(3-(4-[2-(trifluoromethyl)pyridin-4-yl]phenyl)propyl)thieno[2,3-d]pyrimidin-4-amine O1C=C(C=C1)C=1N=C(C2=C(N1)SC(=C2)C)NCCCC2=CC=C(C=C2)C2=CC(=NC=C2)C(F)(F)F